ClC1=C(C=C(C=C1)N1CC(C2=NC(=CC=C21)C(=O)N2C(CN(CC2)C=2SC=C(N2)C(=O)NCC(=O)O)(C)C)(C)C)F (2-(4-(1-(4-chloro-3-fluorophenyl)-3,3-dimethyl-2,3-dihydro-1H-pyrrolo[3,2-b]pyridine-5-carbonyl)-3,3-dimethylpiperazin-1-yl)thiazole-4-carbonyl)glycine